C[C@@H](C=O)[C@@H]1CC[C@]2([C@H]1[C@H]3CC[C@@H]4[C@]5(CCC(=O)C([C@@H]5CC[C@]4([C@@]3(CC2)C)C)(C)C)C)CO The molecule is a pentacyclic triterpenoid that is lupan-30-al with a hydroxy substituent at position 28 and an oxo group at position 3 (the 20R stereoisomer). Isolated from Acacia mellifera, it exhibits cytotoxicity activity against the NSCLC-N6 cell line, derived from a human non-small-cell bronchopulmonary carcinoma. It has a role as a plant metabolite. It is a pentacyclic triterpenoid, a primary alcohol and an aldehyde. It derives from a hydride of a lupane.